C(C)(C)(C)OC(CC(C[C@H](C)NC(=O)OC(C)(C)C)=O)=O (5S)-5-(tert-butoxycarbonylamino)-3-oxo-hexanoic acid tert-butyl ester